CC1=CC(=NO1)C1[C@H]2CN(C[C@@H]12)C(=O)OC(C)(C)C tert-butyl (1R,5S,6r)-6-(5-methylisoxazol-3-yl)-3-azabicyclo[3.1.0]hexane-3-carboxylate